N1C(=NC=C1)NCCCN1N=CC2=CC=CC=C12 1-(3-((1H-imidazol-2-yl)amino)propyl)-1H-indazole